OC(C(=O)NCCC1CCC=2C=CC=3N=C(OC3C12)C)C hydroxy-N-[2-(2-methyl-7,8-dihydro-6H-indeno[5,4-d][1,3]oxazol-8-yl)ethyl]propanamide